[C@H]1(C[C@H](CC1)N)N trans-cyclopentane-1,3-diamine